FC1=NC=C(C(=O)N2C3CN(CC2CC3)C(=O)OCC3O[C@H]2[C@@H](O3)CC/C=C/CC2)C=C1 rac-((2s,3aR,9aS,E)-3a,4,5,8,9,9a-hexahydrocycloocta[d][1,3]dioxol-2-yl)methyl 8-(6-(fluoro)nicotinoyl)-3,8-diazabicyclo[3.2.1]octane-3-carboxylate